5-(2-(3,5-Difluoro-4-((isopropyl(methyl)amino)methyl)phenyl)-1H-pyrrolo[2,3-b]pyridin-4-yl)-1H-indazol-3-amine FC=1C=C(C=C(C1CN(C)C(C)C)F)C1=CC=2C(=NC=CC2C=2C=C3C(=NNC3=CC2)N)N1